thionopurine S=C1N=CC2=NC=NC2=N1